(3Z)-15,15-didecyloxy-3-pentadecen-1-ol C(CCCCCCCCC)OC(CCCCCCCCCC\C=C/CCO)OCCCCCCCCCC